2,3-diamino-6,7-dihydro-1H,5H-pyrazolo[1,2-a]pyrazol-1-one dimethanesulfonate CS(=O)(=O)O.CS(=O)(=O)O.NC1=C(N2N(CCC2)C1=O)N